C(C)(C)(C)C=1C=C(C=C(C1)C(C)(C)C)C1=C(C(=CC=C1)O)C1=CC=CC=C1 3,5-di-tert-butyl-[1,1':2',1''-terphenyl]-3'-ol